COC1=CC=C2C=NN(C2=C1N(S(=O)(=O)C=1C=NN(C1)C1=NC=CC(=C1)C(F)(F)F)C)C([2H])([2H])[2H] N-(6-methoxy-1-(methyl-d3)-1H-indazol-7-yl)-N-methyl-1-(4-(trifluoromethyl)pyridin-2-yl)-1H-pyrazole-4-sulfonamide